4'-(2-chloro-5-fluoropyrimidin-4-yl)-5',7'-dihydrospiro[cyclopropane-1,6'-pyrazolo[1,5-a]pyrimidine] ClC1=NC=C(C(=N1)N1C=2N(CC3(C1)CC3)N=CC2)F